P(=O)(OOC1=C(C=C(C=C1)C(C)(C)C)C(C)(C)C)([O-])[O-].[Na+].[Na+] sodium 2,4-di-tert-butylphenoxy phosphate